C(C)(=O)N[C@H](C(=O)N1[C@@H]([C@@H]2[C@H](C1)CCC2)C(=O)N[C@H](C[C@@H]2C(NCC2)=O)\C=C(\S(=O)(=O)C)/F)C2=CC=CC=C2 (1S,3aR,6aS)-2-((S)-2-acetamido-2-phenylacetyl)-N-((R,E)-4-fluoro-4-(methylsulfonyl)-1-((R)-2-oxopyrrolidin-3-yl)but-3-en-2-yl)octahydrocyclopenta[c]pyrrole-1-carboxamide